OC1=NNC(=C1)C(=O)OC methyl 3-hydroxy-1H-pyrazole-5-carboxylate